1-(5-(1,8-naphthyridin-3-yl)pyrrolo[2,1-f][1,2,4]triazin-2-yl)cyclobutane-1,3-diamine N1=CC(=CC2=CC=CN=C12)C=1C=CN2N=C(N=CC21)C2(CC(C2)N)N